2-chloro-2,1-difluoroethane ClC(CF)F